tert-butyl-D-aspartate C(C)(C)(C)N[C@H](CC(=O)[O-])C(=O)[O-]